[Fe].[Zn] zinc iron